F[C@H](C=O)[C@H](OCC1=CC=CC=C1)[C@H](O)COCC1=CC=CC=C1 2-deoxy-2-fluoro-3,5-di-O-benzyl-D-arabinose